3-acetyl-3-fluoropyrrolidine-1-carboxylic acid tert-butyl ester C(C)(C)(C)OC(=O)N1CC(CC1)(F)C(C)=O